N#CC(=O)[O-] nitriloacetate